ClC1=NC(=C(C(=N1)NC)C1=CC=C(C=C1)C(F)(F)F)NC1=CC(=CC=C1)[N+](=O)[O-] 2-chloro-N4-methyl-N6-(3-nitrophenyl)-5-[4-(trifluoromethyl)phenyl]pyrimidine-4,6-diamine